N-(3-propylquinuclidin-3-yl)acetamide C(CC)C1(CN2CCC1CC2)NC(C)=O